OC(CSC1=C(C=CC(=C1)C)SCC(CO)O)CO 3-[2-(2,3-dihydroxypropylsulfanyl)-4-methyl-phenyl]sulfanylpropane-1,2-diol